BrC1=CC(=CC=C1)CO[C@@H](CCCCCCCCCCCCCCCCCC(F)(F)F)COC(C1=CC=CC=C1)(C1=CC=CC=C1)C1=CC=CC=C1 1-bromo-3-[[(1S)-19,19,19-trifluoro-1-(trityloxymethyl)nonadecoxy]methyl]benzene